1-(3-bromo-2,4-difluorophenyl)-N-(3-chlorophenyl)methanesulfonamide BrC=1C(=C(C=CC1F)CS(=O)(=O)NC1=CC(=CC=C1)Cl)F